3,3'-((2,2-dioxidobenzo[c][1,2,5]thiadiazole-1,3-diyl)bis(methylene))dibenzonitrile O=S1(N(C2=C(N1CC=1C=C(C#N)C=CC1)C=CC=C2)CC=2C=C(C#N)C=CC2)=O